2-((1H-pyrazol-3-yl)methyl)-4-methyl-6-(thiazol-5-ylmethyl)-4,6-dihydro-5H-thiazolo[5',4':4,5]pyrrolo[2,3-d]pyridazin-5-one N1N=C(C=C1)CC=1SC2=C(N(C=3C(N(N=CC32)CC3=CN=CS3)=O)C)N1